4-Methyl-N-((R)-2-methyl-3-oxo-3-(((S)-11-oxo-2,3,10,11-tetrahydro-1H,5H-benzo[d]pyrazolo[1,2-a][1,2]diazepin-10-yl)amino)propyl)-2-(3-methylisoxazol-5-yl)thiazole-5-carboxamide CC=1N=C(SC1C(=O)NC[C@H](C(N[C@H]1C2=C(CN3N(C1=O)CCC3)C=CC=C2)=O)C)C2=CC(=NO2)C